NC1=C(N=CC(=N1)N1CCC2(CC1)CC1=CC=CC=C1C2N)C2=C(C(=CC=C2)Cl)Cl 1'-[6-amino-5-(2,3-dichlorophenyl)pyrazin-2-yl]-1,3-dihydro-spiro[indene-2,4'-piperidine]-3-amine